N[C@H]1CN(C[C@@H](C1)F)C(=O)C=1C=CC=2N(C1)N=C(C2C)C=2N(C1=CC(=CC=C1C2)C2=CC(=C(C=C2F)CO)Cl)CC2CC2 [4-(2-{6-[(3r,5r)-3-amino-5-fluoropiperidine-1-carbonyl]-3-methylpyrazolo[1,5-a]pyridin-2-yl}-1-(cyclopropylmethyl)-1H-indol-6-yl)-2-chloro-5-fluorophenyl]methanol